NC1=C2C(=NC=N1)N(N=C2C2=CC=C(C=C2)CNC(C2=C(C=CC=C2)OC(F)(F)F)=O)C2CCCC2 N-[[4-(4-Amino-1-cyclopentyl-pyrazolo[3,4-d]pyrimidin-3-yl)phenyl]methyl]-2-(trifluoromethoxy)benzamide